BrC1=NN(C(=C1)Br)C1=NC=CC=C1Cl 2-(3,5-dibromo-1H-pyrazol-1-yl)-3-chloropyridine